8-fluoro-7-nitroquinoline FC=1C(=CC=C2C=CC=NC12)[N+](=O)[O-]